5-(4-(2-(1-methyl-1H-indazol-7-yl)ethynyl)phenoxy)-1H-1,2,3-triazole-4-carboxylic acid CN1N=CC2=CC=CC(=C12)C#CC1=CC=C(OC2=C(N=NN2)C(=O)O)C=C1